FC(OC=1C(=CC2=C(NCC(S2)C)C1)C1=NN(C=C1NC(=O)C=1C=NN2C1N=CC=C2)CC(N2CCCCC2)=O)F N-[3-[6-(difluoromethoxy)-2-methyl-3,4-dihydro-2H-1,4-benzothiazin-7-yl]-1-[2-oxo-2-(1-piperidinyl)ethyl]pyrazol-4-yl]pyrazolo[1,5-a]pyrimidine-3-carboxamide